magnesium tri-magnesium phosphate P(=O)([O-])([O-])[O-].[Mg+2].[Mg+2].[Mg+2].[Mg+2]